2-(6-(((1-(2-Hydroxyethyl)piperidin-2-yl)methyl)amino)pyridazin-3-yl)-3-methyl-5-(trifluoromethyl)phenol OCCN1C(CCCC1)CNC1=CC=C(N=N1)C1=C(C=C(C=C1C)C(F)(F)F)O